CC1=NC(=CC(=C1)C=1NC2=CC=C(C=C2C1C(C)C)C1CCN(CC1)C(=O)C1CC(OCC1)C(C)C)C (4-(2-(2,6-dimethylpyridin-4-yl)-3-isopropyl-1H-indol-5-yl)piperidin-1-yl)(2-isopropyltetrahydro-2H-pyran-4-yl)methanone